COC(CCCCCCC(=O)[SiH3])(OC)OC Tri-methoxycaprylylsilane